3-methyl-3-phenylbutan-1-ol CC(CCO)(C)C1=CC=CC=C1